bis(4-hydroxybenzenesulfonic acid) disodium salt [Na+].[Na+].OC1=CC=C(C=C1)S(=O)(=O)[O-].OC1=CC=C(C=C1)S(=O)(=O)[O-]